(S)-2-benzyloxycarbonylamino-3-tert-butoxycarbonylamino-propionic acid C(C1=CC=CC=C1)OC(=O)N[C@H](C(=O)O)CNC(=O)OC(C)(C)C